(S)-METHYL 6'-CHLORO-4',4'-DIFLUORO-5-(((1R,2R)-2-(HYDROXYMETHYL)CYCLOBUTYL)METHYL)-3',4,4',5-TETRAHYDRO-2H,2'H-SPIRO[BENZO[B][1,4]OXAZEPINE-3,1'-NAPHTHALENE]-7-CARBOXYLATE ClC=1C=C2C(CC[C@]3(C2=CC1)CN(C1=C(OC3)C=CC(=C1)C(=O)OC)C[C@H]1[C@@H](CC1)CO)(F)F